Pentanol Laurate C(CCCCCCCCCCC)(=O)OCCCCC